7-(8-methyl-5,6,7,8-tetrahydronaphthalen-1-yl)-4-((1R,6R)-7-oxo-8-oxo-3-azabicyclo[4.2.0]octan-3-yl)-1,6-naphthyridine-3-carbonitrile CC1CCCC=2C=CC=C(C12)C1=NC=C2C(=C(C=NC2=C1)C#N)N1C[C@@H]2C(C([C@@H]2CC1)=O)=O